4-chlorobenzyl (4-(2-oxo-2-((tetrahydro-2H-pyran-4-yl)amino)ethyl)phenyl)carbamate O=C(CC1=CC=C(C=C1)NC(OCC1=CC=C(C=C1)Cl)=O)NC1CCOCC1